C(C)(=O)N1CCN(CC1)C1=C(N(C=2N(C1=O)N=C(N2)C=2CCOCC2)CC(=O)NC2=CC=C(C=C2)C(F)(F)F)C 2-(6-(4-acetylpiperazin-1-yl)-2-(3,6-dihydro-2H-pyran-4-yl)-5-methyl-7-oxo-[1,2,4]triazolo[1,5-a]pyrimidin-4(7H)-yl)-N-(4-(trifluoromethyl)phenyl)acetamide